ClC=1C=CC(=C(C1)C=1N=CN(C(C1)=O)[C@H]1CCC[C@H](C(NC=2C=NN(C2C=2C=CN=C1C2)C(F)F)=O)C)N2N=NC(=C2)Cl (9R,13S)-13-[4-[5-chloro-2-(4-chlorotriazol-1-yl)phenyl]-6-oxopyrimidin-1-yl]-3-(difluoromethyl)-9-methyl-3,4,7,15-tetrazatricyclo[12.3.1.02,6]octadeca-1(18),2(6),4,14,16-pentaen-8-one